(1S,3R)-1-(2,6-difluoro-4-((1-(3-fluoropropyl)pyrrolidin-3-ylidene)methyl)phenyl)-2-(2,2-difluoropropyl)-3-methyl-1,2,3,4-tetrahydroisoquinolin-6-ol FC1=C(C(=CC(=C1)C=C1CN(CC1)CCCF)F)[C@H]1N([C@@H](CC2=CC(=CC=C12)O)C)CC(C)(F)F